C1(CCCCCCCCCCC1)[N+]#[C-] CYCLODODECYLISOCYANIDE